N-cyclopropyl-2-({3-[(E)-2-{4-[2-(pyrrolidin-1-yl)ethyl]pyridine-2-yl}vinyl]-1H-indazol-6-yl}thio)benzamide C1(CC1)NC(C1=C(C=CC=C1)SC1=CC=C2C(=NNC2=C1)\C=C\C1=NC=CC(=C1)CCN1CCCC1)=O